2-((1R,3R)-1-amino-3-hydroxy-8-azaspiro[4.5]decan-8-yl)-5-(2,3-dichlorophenyl)-6-methylpyrimidine-4-carboxamide N[C@@H]1C[C@@H](CC12CCN(CC2)C2=NC(=C(C(=N2)C(=O)N)C2=C(C(=CC=C2)Cl)Cl)C)O